I(=O)(=O)[O-].[La+3].I(=O)(=O)[O-].I(=O)(=O)[O-] lanthanum (III) iodate